Cl.CC=1OC(=NN1)C1CNCCC1 2-methyl-5-(piperidin-3-yl)-1,3,4-oxadiazole hydrochloride